rac-(1S,2R,3R,5R)-8-[7-(4-chloro-2-methyl-2H-indazol-5-yl)-5H-pyrrolo[2,3-b]pyrazin-3-yl]-2-fluoro-8-azabicyclo[3.2.1]octan-3-amine ClC=1C2=CN(N=C2C=CC1C1=CNC2=NC(=CN=C21)N2[C@@H]1[C@@H]([C@@H](C[C@H]2CC1)N)F)C |r|